ClC1=NC=C(C(=N1)Cl)C[SH2](=O)C=N [(2,4-dichloropyrimidin-5-yl)methyl](imino)methyl-λ6-sulfanone